4-(6-chloro-8-fluoro-2-(((S)-2-methyl-pyrrolidin-2-yl)methoxy)-4-(piperazin-1-yl)quinazolin-7-yl)benzo[d]thiazol-2-amine ClC=1C=C2C(=NC(=NC2=C(C1C1=CC=CC2=C1N=C(S2)N)F)OC[C@]2(NCCC2)C)N2CCNCC2